4-methyl-3,4-dihydro-2H-benzo[b][1,4]oxazin-6-amine CN1C2=C(OCC1)C=CC(=C2)N